C(CCC)(=O)OC=1C(=NC=CC1OC)C(N[C@@H](C)C1=NOC(=N1)C1=CC(=CC=C1)CC)=O (S)-2-((1-(5-(3-ethylphenyl)-1,2,4-oxadiazol-3-yl)ethyl)carbamoyl)-4-methoxypyridin-3-yl butyrate